tert-Butyl 4-(6-bromo-8-methyl-4-oxo-3,4-dihydroquinazolin-2-yl)piperidine-1-carboxylate BrC=1C=C2C(NC(=NC2=C(C1)C)C1CCN(CC1)C(=O)OC(C)(C)C)=O